C(C)(=O)C=1C(C2=C(C(=C(C(=C2C(C1O)=O)O)O)O)O)=O 2-acetyl-3,5,6,7,8-pentahydroxy-1,4-naphthoquinone